C(C1=CC=CC=C1)C1=NOCN1CC1CCC(CC1)(F)F 3-benzyl-4-[(4,4-difluorocyclohexyl)methyl]-4,5-dihydro-1,2,4-oxadiazol